BrC=1SC(=CN1)CN1C[C@H]([C@@H](CC1)C(=O)N1CCC(CC1)(O)CN1C=NC2=C(C1=O)C=CN2C2=CC=C(C=C2)F)C2=CC=CC=C2 3-{[1-({(3R,4R)-1-[(2-bromo-1,3-thiazol-5-yl)methyl]-3-phenylpiperidin-4-yl}carbonyl)-4-hydroxypiperidin-4-yl]methyl}-7-(4-fluorophenyl)-3,7-dihydro-4H-pyrrolo[2,3-d]pyrimidin-4-one